C(=O)C=1C=C(OCC(=O)O)C=CC1[N+](=O)[O-] (3-FORMYL-4-NITROPHENOXY)ACETIC ACID